OC=1C=C(C=CC1O)C=1OC2=CC(=CC=C2C(C1O)=O)O 2-(3,4-dihydroxyphenyl)-3,7-dihydroxy-chromen-4-one